3-(3-methyl-1-(tetrahydro-2H-pyran-2-yl)-1H-pyrazol-5-yl)-5-((R)-3-methylmorpholino)isothiazolo[4,5-b]pyridine-7-carbonitrile CC1=NN(C(=C1)C1=NSC=2C1=NC(=CC2C#N)N2[C@@H](COCC2)C)C2OCCCC2